3-(6-fluoropyridin-3-yl)-6-(1-methyl-1H-pyrazol-4-yl)-2-[4-(4-methyl-4H-1,2,4-triazol-3-yl)piperidin-1-yl]benzonitrile FC1=CC=C(C=N1)C=1C(=C(C#N)C(=CC1)C=1C=NN(C1)C)N1CCC(CC1)C1=NN=CN1C